methyl (S)-2-cinnamamido-3-cyclopropylpropionate C(C=CC1=CC=CC=C1)(=O)N[C@H](C(=O)OC)CC1CC1